BrC=1C=CC(=NC1)C=1C=NC=C(C1)OC(C)(C)C 5-bromo-5'-(tert-butoxy)-2,3'-bipyridine